CC(CCN1C(CCCC1)C(=O)O)CCCC(C)C 1-(3,7-Dimethyloctyl)piperidine-2-carboxylic acid